5-(6-chloronicotinylamino)-3-fluoropyrazine ClC1=NC=C(CNC=2N=C(C=NC2)F)C=C1